dilignoceryl itaconate C(C(=C)CC(=O)OCCCCCCCCCCCCCCCCCCCCCCCC)(=O)OCCCCCCCCCCCCCCCCCCCCCCCC